5-{[5-(6-{[1-(Aminomethyl)cyclopropyl]methoxy}-2,3-dihydrofuro[3,2-b]pyridin-7-yl)-1H-pyrazol-3-yl]amino}pyrazine-2-carbonitrile NCC1(CC1)COC=1C(=C2C(=NC1)CCO2)C2=CC(=NN2)NC=2N=CC(=NC2)C#N